nickel bis(dimethyl-dithiocarbamate) CN(C([S-])=S)C.CN(C([S-])=S)C.[Ni+2]